tert-butyl (E)-2-(4-(3-(benzo[b]thien-2-yl)-3-oxo-1-propen-1-yl)-2,6-dimethylphenoxy)-2-methylpropionate S1C2=C(C=C1C(/C=C/C1=CC(=C(OC(C(=O)OC(C)(C)C)(C)C)C(=C1)C)C)=O)C=CC=C2